N-[1-[2-[(1-cyclopropylpyrazol-3-yl)amino]-5-methyl-pyrimidin-4-yl]-3-methyl-indol-5-yl]prop-2-enamide C1(CC1)N1N=C(C=C1)NC1=NC=C(C(=N1)N1C=C(C2=CC(=CC=C12)NC(C=C)=O)C)C